Ethyl N-(2-((S)-2-(4-amino-3-chlorobenzamido)-3,3-dimethylbutanamido)-2-(3-(trifluoromethyl)phenyl)acetamido)-N-(2-fluoroacetyl)glycinate NC1=C(C=C(C(=O)N[C@H](C(=O)NC(C(=O)NN(CC(=O)OCC)C(CF)=O)C2=CC(=CC=C2)C(F)(F)F)C(C)(C)C)C=C1)Cl